ClC=1N=NC(=C2C1N(N=C2)C)N[C@H]2CN(C[C@H](C2)O)C(=O)OC(C)(C)C tert-butyl (3R,5S)-3-[(7-chloro-1-methyl-pyrazolo[3,4-d]pyridazin-4-yl) amino]-5-hydroxy-piperidine-1-carboxylate